oleyl cetyl ether ammonium sulfate S(=O)(=O)([O-])[O-].[NH4+].C(CCCCCCCCCCCCCCC)OCCCCCCCC\C=C/CCCCCCCC.[NH4+]